N-eicosyl-butanediamine C(CCCCCCCCCCCCCCCCCCC)NC(CCC)N